(3S)-7-bromo-3,4-dihydro-1H-isoquinoline-2,3-dicarboxylic acid dimethyl ester COC(=O)N1CC2=CC(=CC=C2C[C@H]1C(=O)OC)Br